C(N)(O[C@@H]1CC[C@H](CC1)C(N(C[C@@H]1CC[C@H](CC1)C1=CC(=C(C=C1)OC)C)C1=CC(=CC=C1)C=1C=NN(C1)C1CC1)=O)=O trans-4-((3-(1-Cyclopropyl-1H-pyrazol-4-yl)phenyl)((trans-4-(4-methoxy-3-methylphenyl)cyclohexyl)methyl) carbamoyl)cyclohexyl carbamate